(3-((Benzyloxy)methyl)-4-ethyl-5-oxo-4,5-dihydro-1H-1,2,4-triazol-1-yl)-2-(2-ethoxyvinyl)-5-fluoro-N-(o-tolyl)benzamide C(C1=CC=CC=C1)OCC1=NN(C(N1CC)=O)C=1C(=C(C(=O)NC2=C(C=CC=C2)C)C=C(C1)F)C=COCC